PYRROLYL-SULFONAMIDE N1C(=CC=C1)S(=O)(=O)N